2-(2-(Ethoxymethoxy)-6-methyl-4-(trifluoromethoxy)phenyl)-4,4,5,5-tetramethyl-1,3,2-dioxaborolane C(C)OCOC1=C(C(=CC(=C1)OC(F)(F)F)C)B1OC(C(O1)(C)C)(C)C